N1=CC(=CC=C1)CNC(=O)C=1C=2C[C@@H]3[C@H](C2N(N1)C1=C(C=C(C=C1)F)F)C3 (1aR,5aR)-2-(2,4-Difluoro-phenyl)-1a,2,5,5a-tetrahydro-1H-2,3-diaza-cyclopropa[a]pentalene-4-carboxylic acid (pyridin-3-ylmethyl)-amide